(4-amino)phenylbutyric acid NC1=CC=C(C=C1)C(C(=O)O)CC